NC1CC(C1)OC(C1=CC=CC=C1)=O (1R,3R)-3-aminocyclobutylbenzoate